(R)-1-ethylpiperidin-3-amine dihydrochloride Cl.Cl.C(C)N1C[C@@H](CCC1)N